C(#N)C=1C=CC(=C(C1)NC(=O)C=1C(N(C=CC1)C)=O)N1CCC(CC1)O N-(5-cyano-2-(4-hydroxypiperidin-1-yl)phenyl)-1-methyl-2-oxo-1,2-dihydropyridine-3-carboxamide